CC1=CC(=NC=C1)N1C2=NC(=NC(=C2N=C1)O)N1CCOCC1 9-(4-methylpyridin-2-yl)-2-morpholino-9H-purin-6-ol